FC1(CCC2=NC=C(C=C21)C(=O)OC)F methyl 5,5-difluoro-6,7-dihydro-5H-cyclopenta[b]pyridine-3-carboxylate